N-((3-nitro-4-((2-phenylsulfanylethyl)amino)phenyl)sulfonyl)acrylamide [N+](=O)([O-])C=1C=C(C=CC1NCCSC1=CC=CC=C1)S(=O)(=O)NC(C=C)=O